(4-amino-3-methylimidazo[1,5-a]quinoxalin-8-yl)((4aS,9bS)-7-(trifluoromethoxy)-3,4,4a,9b-tetrahydrobenzofuro[3,2-b]pyridin-1(2H)-yl)methanone NC=1C=2N(C3=CC(=CC=C3N1)C(=O)N1[C@@H]3[C@H](CCC1)OC1=C3C=CC(=C1)OC(F)(F)F)C=NC2C